(1S,3ar,6as)-N-[(2S)-4-hydroxy-3-oxo-1-[(3S)-2-oxopyrrolidin-3-yl]butan-2-yl]-octahydrocyclopenta[c]pyrrole-1-carboxamide hydrochloride Cl.OCC([C@H](C[C@H]1C(NCC1)=O)NC(=O)[C@H]1NC[C@H]2[C@@H]1CCC2)=O